N[C@H]1CS(C2=C(N(C1=O)CC1=CC=C(C=C1)Cl)C=C(C(=C2)F)C=2OC(=NN2)C(CN2CCCCC2)(C)C)(=O)=O (3R)-3-amino-5-[(4-chlorophenyl)methyl]-7-[5-[1,1-dimethyl-2-(1-piperidyl)ethyl]-1,3,4-oxadiazol-2-yl]-8-fluoro-1,1-dioxo-2,3-dihydro-1lambda6,5-benzothiazepin-4-one